C[N+](CC1=CC=CC=C1)(CCO)C dimethyl-2-hydroxyethylbenzyl-ammonium